Sodium (S)-2-hydroxypropanoate O[C@H](C(=O)[O-])C.[Na+]